tyrosinyl-ammonia N[C@@H](CC1=CC=C(C=C1)O)C(=O)N